FC1=C(C(=O)NCC23CCC(CC2)(CC3)C3=NOC(=N3)C3=NC(=NC=C3)N3CCN(CC3)C)C=C(C(=C1F)O)F 2,3,5-trifluoro-4-hydroxy-N-[(4-{5-[2-(4-methylpiperazin-1-yl)pyrimidin-4-yl]-1,2,4-oxadiazol-3-yl}bicyclo[2.2.2]octan-1-yl)methyl]benzamide